FC(C1=NC(=NO1)C1=CC=C(S1)CN1N=CC(=C1)C(=O)OCC)(F)F ethyl 1-[[5-[5-(trifluoromethyl)-1,2,4-oxadiazol-3-yl] thienyl]methyl]pyrazole-4-carboxylate